C(C)NC(C1=CC(=CC=C1)NC=1N=NC(=CC1)C1=CC=CC=C1)=O N-ethyl-3-[(6-phenylpyridazin-3-yl)amino]benzamide